1-(2-methoxyethyl)-1H-benzimidazole-6-carboxylic acid COCCN1C=NC2=C1C=C(C=C2)C(=O)O